1-(6-chloro-1-(methylamino)-2,7-naphthyridin-4-yl)ethan-1-one ClC=1C=C2C(=CN=C(C2=CN1)NC)C(C)=O